benzyl 3-{5-[(2-{1-[(benzyloxy)carbonyl]pyrrolidine-3-carbonyl}-1,3-dioxo-2,3-dihydro-1H-inden-5-yl)sulfonyl]-1,3-dioxo-2,3-dihydro-1H-indene-2-carbonyl}pyrrolidine-1-carboxylate C(C1=CC=CC=C1)OC(=O)N1CC(CC1)C(=O)C1C(C2=CC=C(C=C2C1=O)S(=O)(=O)C=1C=C2C(C(C(C2=CC1)=O)C(=O)C1CN(CC1)C(=O)OCC1=CC=CC=C1)=O)=O